C(CCCCCCCCC)(=O)N[C@@H](CC1=CC=C(C=C1)O)C(=O)O.[Na] sodium N-decanoyl-L-tyrosine